o-isopropyl-anisole C(C)(C)C1=C(C=CC=C1)OC